C(C)(C)(C)OC(=O)N1CC(C(C1)F)C1=C(C2=C(N=CN=C2N)N1C)C1=CC=C(C=C1)OC1=NC(=CC=C1)C 3-(4-Amino-7-methyl-5-(4-((6-methylpyridin-2-yl)oxy)phenyl)-7H-pyrrolo[2,3-d]pyrimidin-6-yl)-4-fluoropyrrolidine-1-carboxylic acid tert-butyl ester